12-hydroxy-4,6,8,10-tetramethyltridecylbutoxymethyl ether OC(CC(CC(CC(CC(CCCC(OCCCC)OC(CCCC(CC(CC(CC(CC(C)O)C)C)C)C)OCCCC)C)C)C)C)C